Ethyl 7-cyclobutyl-5-phenylpyrazolo[1,5-a]pyrimidine-2-carboxylate C1(CCC1)C1=CC(=NC=2N1N=C(C2)C(=O)OCC)C2=CC=CC=C2